COC1=CC=C(C=C1)NC(=O)NC=1C=C2C=CC=NC2=CC1 1-(4-methoxyphenyl)-3-(quinolin-6-yl)urea